C(C)OC(=O)C=1C=NN(C1)CC1=CC=C(C=C1)C1=NOC(=N1)C(F)(F)F 1-[[4-[5-(trifluoromethyl)-1,2,4-oxadiazol-3-yl]phenyl]methyl]pyrazole-4-carboxylic acid ethyl ester